C(C)(C)(C)OC(N[C@@H]1CN(C[C@H]1F)C1=NC(=C2N=CN(C2=N1)C)NC=1C(=NN(C1)CCCN)OC)=O.C(CCCCCCCCCCC)N(SC=1SC2=C(N1)C=CC=C2)CCCCCCCCCCCC N,N-didodecyl-2-benzothiazolyl-sulphenamide tert-butyl-N-[(3R,4R)-1-[6-[[1-(3-aminopropyl)-3-methoxy-pyrazol-4-yl]amino]-9-methyl-purin-2-yl]-4-fluoropyrrolidin-3-yl]carbamate